COC=1C(=CC2=CN(N=C2C1)C1CCC(CC1)NC(CC)=O)C(=O)N 6-methoxy-2-((1r,4r)-4-(N-methylacetylamino)cyclohexyl)-2H-indazole-5-carboxamide